5-aminomethyl-2-thio-uracil NCC=1C(NC(NC1)=S)=O